2-methyl-9,10-diacetyloxyanthracene CC1=CC2=C(C3=CC=CC=C3C(=C2C=C1)OC(C)=O)OC(C)=O